rac-(4S,5R)-3-(3,4-difluoro-2-(methylthio)phenyl)-4,5-dimethyl-5-(trifluoromethyl)-4,5-dihydrofuran-2-carboxylic acid ethyl ester C(C)OC(=O)C=1O[C@]([C@H](C1C1=C(C(=C(C=C1)F)F)SC)C)(C(F)(F)F)C |r|